C12C3NC(C3C(C=C1)C2)=O 3-Aza-tricyclo[4.2.1.02,5]non-7-en-4-one